acetoxyphenylmethylsulfonium C(C)(=O)O[SH+]CC1=CC=CC=C1